ethyl 1-(1-(6-(azetidin-1-yl)pyridin-3-yl)ethyl)-1H-1,2,3-triazole-4-carboxylate N1(CCC1)C1=CC=C(C=N1)C(C)N1N=NC(=C1)C(=O)OCC